tris[2,3-diethyl-(1-aziridinyl)]propionate C(C)C1N(C1CC)C(CC(=O)[O-])(N1C(C1CC)CC)N1C(C1CC)CC